6-methylpyridine-2-carboxylic acid CC1=CC=CC(=N1)C(=O)O